ClC=1N=C(C2=C(N1)SC(=C2)CC(F)(F)F)N([C@H]2C[C@H](C[C@H]2O)NC(OCC2=CC=CC=C2)=O)C Benzyl [(1R,3S,4R)-3-{[2-chloro-6-(2,2,2-trifluoroethyl)thieno[2,3-d]pyrimidin-4-yl](methyl)amino}-4-hydroxycyclopentyl]carbamate